(9S)-8-acetyl-9-(4-phenoxyphenyl)-3,4,6,7,8,9-hexahydropyrazino[2,1-c][1,2,4]thiadiazine 2,2-dioxide C(C)(=O)N1[C@H](C2=NS(CCN2CC1)(=O)=O)C1=CC=C(C=C1)OC1=CC=CC=C1